7-butylhexadecanediamine C(CCC)C(CCCCCC(N)N)CCCCCCCCC